FC(C(=O)O)(F)F.FC=1C=CC(=C(C1)C1CCN(CC1)[C@@H]1COC2(CN(C2)C=2SC=NN2)C1)OC[C@H]1OCC1 (S)-7-(4-(5-fluoro-2-(((S)-oxetan-2-yl)methoxy)phenyl)piperidin-1-yl)-2-(1,3,4-thiadiazol-2-yl)-5-oxa-2-azaspiro[3.4]octane trifluoroacetate